C(C)(C)(C)OC(=O)C12C(C(C1)C2)NC2=C1C(=NC=C2[N+](=O)[O-])N(C=C1)S(=O)(=O)C1=CC=C(C)C=C1 ((5-nitro-1-tosyl-1H-pyrrolo[2,3-b]pyridin-4-yl)amino)bicyclo[1.1.1]pentane-1-carboxylic acid tert-butyl ester